N-(6-(N-(2-(benzylamino)-1-(5-methylisoxazol-3-yl)-2-oxoethyl)-2-chloroacetamido)hexyl)-3-(N-(3-chloro-1H-indol-7-yl)sulfamoyl)benzamide C(C1=CC=CC=C1)NC(C(C1=NOC(=C1)C)N(C(CCl)=O)CCCCCCNC(C1=CC(=CC=C1)S(NC=1C=CC=C2C(=CNC12)Cl)(=O)=O)=O)=O